3-chloro-5-fluoro-4-iodopyridin-2-amine ClC=1C(=NC=C(C1I)F)N